ethyl (3S)-3-[(2S)-2-{[(tert-butoxy)carbonyl]amino}-4-methylpentanamido]-3-[2-fluoro-3-methyl-5-(4,4,5,5-tetramethyl-1,3,2-dioxaborolan-2-yl)phenyl]propanoate C(C)(C)(C)OC(=O)N[C@H](C(=O)N[C@@H](CC(=O)OCC)C1=C(C(=CC(=C1)B1OC(C(O1)(C)C)(C)C)C)F)CC(C)C